C(C1=CC=CC=C1)N1CCC(CC1)C1=NOC2=C1N=C(N=C2N2CCOCC2)C2=CC=C(C=C2)NC(=O)NC 1-(4-(3-(1-benzyl-piperidin-4-yl)-7-morpholinoisoxazolo[4,5-d]pyrimidin-5-yl)phenyl)-3-methylurea